5-amino-1-tert-butyl-1H-imidazole-4-carboxylic acid ethyl ester C(C)OC(=O)C=1N=CN(C1N)C(C)(C)C